bromo-1-((2-(trimethylsilyl)ethoxy)methyl)-1H-pyrazole BrC1=NN(C=C1)COCC[Si](C)(C)C